1-cyclohexyl-3-(2-{[(2-fluorophenyl)methyl]sulfanyl}ethyl)urea C1(CCCCC1)NC(=O)NCCSCC1=C(C=CC=C1)F